N-(benzyloxy)-N-(2-((tert-butyldimethylsilyl)oxy)ethyl)-5-((5-(4-(trifluoromethyl)phenyl)oxazol-2-yl)amino)pyridineamide C(C1=CC=CC=C1)ON(C(=O)C1=NC=C(C=C1)NC=1OC(=CN1)C1=CC=C(C=C1)C(F)(F)F)CCO[Si](C)(C)C(C)(C)C